(2-Chlorophenyl)-imidazo[1,2-f]phenanthridin-3-yl-amin ClC1=C(C=CC=C1)NC1=CN=C2N1C=1C=CC=CC1C=1C=CC=CC21